COC=1C=C2C(=NC1C1=C3CCC(C3=CC=C1)C#N)C(=NN2CC2=CC=C(C=C2)OC)C=2C=NC(=CC2)C2CNCC2 4-(6-methoxy-1-(4-methoxybenzyl)-3-(6-(pyrrolidin-3-yl)pyridin-3-yl)-1H-pyrazolo[4,3-b]Pyridin-5-yl)-2,3-dihydro-1H-indene-1-carbonitrile